N-cyclopropyl-5-[5-(trifluoromethyl)-1,2,4-oxadiazol-3-yl]thiophene-2-carboxamide C1(CC1)NC(=O)C=1SC(=CC1)C1=NOC(=N1)C(F)(F)F